N-[5-[[[2-bromo-6-chloro-4-[2,2,2-trifluoro-1-hydroxy-1-(trifluoromethyl)ethyl]phenyl]amino]carbonyl]-2-cyano-phenyl]-4-cyano-2-methyl-benzamide BrC1=C(C(=CC(=C1)C(C(F)(F)F)(C(F)(F)F)O)Cl)NC(=O)C=1C=CC(=C(C1)NC(C1=C(C=C(C=C1)C#N)C)=O)C#N